N-(5-(2,6-difluoro-3,5-dimethoxyphenethyl)pyrimidin-2-yl)-7-formyl-3,4-dihydro-1,8-naphthyridine-1(2H)-carboxamide FC1=C(CCC=2C=NC(=NC2)NC(=O)N2CCCC3=CC=C(N=C23)C=O)C(=C(C=C1OC)OC)F